(2-ethoxyphenoxy)methylmorpholine C(C)OC1=C(OCN2CCOCC2)C=CC=C1